FC=1C=C(C(=O)NNC(C(=O)OCC)=O)C=CC1C(F)(F)F ethyl 2-(2-(3-fluoro-4-(trifluoromethyl) benzoyl) hydrazino)-2-oxoacetate